COC1=C(C=CC(=C1)/C=C\\C(=O)NCCCCN=C(N)N)O The molecule is a 4-hydroxy-3-methoxycinnamoylagmatine in which the double bond of the 4-hydroxy-3-methoxycinnamoyl component has Z-geochemistry. It derives from a cis-ferulic acid.